C3-fluoro-5-(trifluoromethyl)benzoyl chloride FC=1C=C(C(=O)Cl)C=C(C1)C(F)(F)F